C(CCCCCCC/C=C/C(=O)O)CCCCCCCO The molecule is an omega-hydroxy fatty acid that is trans-octadec-2-enoic acid in which one of the hydrogens of the terminal methyl group has been replaced by a hydroxy group. It is an alpha,beta-unsaturated monocarboxylic acid, an omega-hydroxy fatty acid, a long-chain fatty acid, a straight-chain fatty acid and a hydroxy monounsaturated fatty acid. It derives from a trans-octadec-2-enoic acid.